8-((4-(3-chlorophenyl)piperidin-1-yl)methyl-d2)-3,9-dihydroxybenzo[5,6]oxazepin ClC=1C=C(C=CC1)C1CCN(CC1)C(C1=C(C2=C(C=CC(=NO2)O)C=C1)O)([2H])[2H]